2-chloro-N-(5-chloro-6-(2-(2-hydroxyethyl)-2H-tetrazol-5-yl)pyridin-3-yl)-8,8-dimethyl-7,8-dihydro-6H-cyclopenta[e]pyrazolo[1,5-a]pyrimidine-6-carboxamide ClC1=NN2C(N=CC3=C2C(CC3C(=O)NC=3C=NC(=C(C3)Cl)C=3N=NN(N3)CCO)(C)C)=C1